OC1=C(C2=CC=CC=C2C=C1)CC1=C(C=CC2=CC=CC=C12)O Bis(2-hydroxynaphth-1-yl)methan